(E)-N,N-Dimethyl-4-((S)-3-((5-((Z)-4,4,4-trifluoro-1-(3-fluoro-1H-indazol-5-yl)-2-phenylbut-1-en-1-yl)pyridin-2-yl)oxy)piperidin-1-yl)but-2-enamide CN(C(\C=C\CN1C[C@H](CCC1)OC1=NC=C(C=C1)\C(=C(\CC(F)(F)F)/C1=CC=CC=C1)\C=1C=C2C(=NNC2=CC1)F)=O)C